4-(1-{3-[3-(4-Trifluoromethoxy-benzyl)-3H-imidazo[4,5-b]pyridin-2-yl]-propionylamino}-ethyl)-piperidine-1-carboxylic acid tert-butyl ester C(C)(C)(C)OC(=O)N1CCC(CC1)C(C)NC(CCC1=NC=2C(=NC=CC2)N1CC1=CC=C(C=C1)OC(F)(F)F)=O